benzyl (S)-2-(((benzyloxy)carbonyl)amino)-5-(4-(1-(4-fluorobenzyl)-3-(4-isobutoxybenzyl)ureido)piperidin-1-yl)-5-oxopentanoate C(C1=CC=CC=C1)OC(=O)N[C@H](C(=O)OCC1=CC=CC=C1)CCC(=O)N1CCC(CC1)N(C(=O)NCC1=CC=C(C=C1)OCC(C)C)CC1=CC=C(C=C1)F